tungsten-samarium oxide [O-2].[Sm+3].[W+4]